ClC1=C(C=C(C(=C1)F)C1=NC=NC2=CC(=CC=C12)N1CCOCC1)C(C1=CC=C(N=N1)OC(C#N)C)O 2-(6-{[2-Chloro-4-fluoro-5-(7-morpholin-4-yl-quinazolin-4-yl)-phenyl]hydroxy-methyl}pyridazin-3-yloxy)propionitrile